O1CCN(CC1)C=1OC=2C(=NC=CC2)N1 2-morpholinooxazolo[4,5-b]pyridin